2-cyano-3-(5-(1-cyclohexyl-1,6-dihydroimidazo[4,5-d]pyrrolo[2,3-b]pyridin-2-yl)furan-2-yl)-N,N-dimethylpropanamide C(#N)C(C(=O)N(C)C)CC=1OC(=CC1)C1=NC=2C(=C3C(=NC2)NC=C3)N1C1CCCCC1